3,3-dimethyl-1-hydroxyethyl-9'-methoxyspiro[benzo[g]-indoline-2,3'-[3H]-naphtho[2,1-b][1,4]oxazine] CC1(C2=CC=C3C(=C2NC12C(=NC1=C(O2)C=CC2=CC=C(C=C21)OC)C(C)O)C=CC=C3)C